ClC1=CC=C2C(=N1)N(C(=N2)C)C2=CC=C(C=C2)N2CCOCC2 4-(4-(5-chloro-2-methyl-3H-imidazo[4,5-b]pyridin-3-yl)phenyl)morpholine